methyl 2-(1-(3,6-dichloropyrazin-2-yl)piperidin-4-yl)acetate ClC=1C(=NC(=CN1)Cl)N1CCC(CC1)CC(=O)OC